C(C=C)(=O)N1CCN(CC1)C1CCN(CC1)C=1C=2N(C=C(C1)C=1C=NN(C1)C(F)F)N=CC2C#N 4-(4-(4-Acryloylpiperazin-1-yl)piperidin-1-yl)-6-(1-(difluoromethyl)-1H-pyrazol-4-yl)pyrazolo[1,5-a]pyridine-3-carbonitrile